OC1=CC=C(NC(CNS(=O)(=O)C2=C(C(=O)NCC3=CC=C(C=C3)OC)C=CC=C2)=O)C=C1 2-[[2-(4-Hydroxyanilino)-2-oxo-ethyl]sulfamoyl]-N-[(4-methoxyphenyl)methyl]benzamide